(9Z)-cyclohexadecan-9-en-1-one C1(CCCCCCC\C=C/CCCCCC1)=O